2,5-dioxopyrrolidin-1-yl 4-(bis(2-(2-bromo-2-methylpropanamido)ethyl)amino)-4-oxobutanoate BrC(C(=O)NCCN(C(CCC(=O)ON1C(CCC1=O)=O)=O)CCNC(C(C)(Br)C)=O)(C)C